2-(4-(6-((6-chloro-2-methoxypyridin-3-yl)methoxy)pyridin-2-yl)-2,5-difluorobenzyl)-1-(4,4-dimethyltetrahydrofuran-3-yl)-4-fluoro-1H-benzo[d]imidazole-6-carboxylic acid ClC1=CC=C(C(=N1)OC)COC1=CC=CC(=N1)C1=CC(=C(CC2=NC3=C(N2C2COCC2(C)C)C=C(C=C3F)C(=O)O)C=C1F)F